4-Fluoro-1-isopropyl-2-methyl-6-(6-methyl-1H-pyrrolo[2,3-b]pyridin-3-yl)-1H-benzo[d]imidazole FC1=CC(=CC=2N(C(=NC21)C)C(C)C)C2=CNC1=NC(=CC=C12)C